2-isopropoxyaniline C(C)(C)OC1=C(N)C=CC=C1